4-(3-bromopropyl)-3,5-dimethyl-1H-pyrazole hydrobromide Br.BrCCCC=1C(=NNC1C)C